5-(3-((1-(Benzo[4,5]imidazo[1,2-a]pyrimidin-2-yl)piperidin-4-yl)methyl)-3,6-diazabicyclo[3.1.1]heptan-6-yl)-2-(2,4-dioxotetrahydropyrimidin-1(2H)-yl)isoindoline-1,3-dione N=1C=2N(C=CC1N1CCC(CC1)CN1CC3N(C(C1)C3)C=3C=C1C(N(C(C1=CC3)=O)N3C(NC(CC3)=O)=O)=O)C3=C(N2)C=CC=C3